BrC1=C2OCCC2=C(C=2OCCC21)CCN 1-(8-Bromo-2,3,6,7-tetra-hydrobenzo[1,2-b:4,5-b']difuran-4-yl)2-amino-ethane